COC=1C=C(C=CC1C)NC(=O)C1CCC(CC1)N1C(NC2=C1C(=CC=C2)NC(=O)[C@H]2N(CC2)C(=O)OC(C)(C)C)=O tert-butyl (2S)-2-[[1-cis-[4-[(3-methoxy-4-methyl-phenyl)carbamoyl]cyclohexyl]-2-oxo-3H-benzimidazol-4-yl]carbamoyl]azetidine-1-carboxylate